C(C)OC(=O)C1=CC(=C(C=C1OCC1=CC=CC=C1)CN)OCC1=CC=CC=C1 (4-ethoxycarbonyl-2,5-dibenzyloxyphenylmethyl)amine